N1=C(C=CC=C1)C1=NC=CC=C1 2-(2-pyridinyl)pyridine